N-(5-(2-(3,3-dimethylbenzazetidin-1-yl)acetamido)-2-methylpyridin-3-yl)-2-(2-ethoxypyridin-3-yl)pyrazolo[5,1-b]Thiazole-7-carboxamide CC1(C=CC=C2C1CN2CC(=O)NC=2C=C(C(=NC2)C)NC(=O)C=2C=NN1C2SC(=C1)C=1C(=NC=CC1)OCC)C